4-(1-methylcyclohexyl)benzoyl chloride CC1(CCCCC1)C1=CC=C(C(=O)Cl)C=C1